(4-{[7-(dimethylamino)-5-methoxy-[1,2,4]triazolo[1,5-a]pyrimidin-6-yl]methyl}phenyl)(imino)methyl-λ6-sulfanone CN(C1=C(C(=NC=2N1N=CN2)OC)CC2=CC=C(C=C2)[SH2](=O)C=N)C